Propylen Glycol Carbonat C(O)(O)=O.C(C(C)O)O